1-(pyridazin-4-yl)ethanol tert-butyl-5-{[4-(1-methanesulfonylcyclopropyl)-6-[(3R)-3-methylmorpholin-4-yl]pyrimidin-2-yl]amino}-3-methyl-1H-pyrazole-1-carboxylate C(C)(C)(C)C=1C(=NN(C1NC1=NC(=CC(=N1)C1(CC1)S(=O)(=O)C)N1[C@@H](COCC1)C)C(=O)OC(C)C1=CN=NC=C1)C